2-(4-(1H-pyrazol-1-yl)phenyl)-5-methyl-4-(spiro[indene-1,4'-piperidin]-1'-ylmethyl)oxazole N1(N=CC=C1)C1=CC=C(C=C1)C=1OC(=C(N1)CN1CCC2(CC1)C=CC1=CC=CC=C12)C